OC=1C=C(/C=C/C2=CC(=C3O[C@@]4(CC[C@H](C([C@H]4CC3=C2)(C)C)O)C)OC)C=C(C1CC=C(C)C)OCC#C (2R,4aR,9aR)-7-((E)-3-hydroxy-4-(3-methylbut-2-en-1-yl)-5-(prop-2-yn-1-yloxy)styryl)-5-methoxy-1,1,4a-trimethyl-2,3,4,4a,9,9a-hexahydro-1H-xanthen-2-ol